N1=C(N=CC=C1)C#CC1=CC=C(OC2=C(N=NN2)C(=O)O)C=C1 5-(4-(2-(pyrimidin-2-yl)ethynyl)phenoxy)-1H-1,2,3-triazole-4-carboxylic acid